Trans-(2-phenylcyclopropyl)methylamine hydrochloride Cl.C1(=CC=CC=C1)[C@H]1[C@@H](C1)CN